(3R)-3-amino-7-bromo-5-[(4-chlorophenyl)methyl]-8-fluoro-1,1-dioxo-2,3-dihydro-1λ6,5-benzothiazepin-4-one N[C@H]1CS(C2=C(N(C1=O)CC1=CC=C(C=C1)Cl)C=C(C(=C2)F)Br)(=O)=O